(2-(aminomethyl)-3-fluoroallyloxy)-2-cyclopropyl-1,2-dihydro-3H-pyrrolo[3,4-c]pyridin-3-one trifluoroacetate salt FC(C(=O)O)(F)F.NCC(COC1N(C(C=2C=NC=CC21)=O)C2CC2)=CF